2-(dimethylamino)-4-[2-(trifluoromethyl)phenyl]-5H-naphtho[1,2-d]imidazol-5-one CN(C1=NC=2C(=N1)C1=CC=CC=C1C(C2C2=C(C=CC=C2)C(F)(F)F)=O)C